4-(6-(4-(4-hydroxyphenyl)piperidin-1-yl)pyridin-3-yl)-6-(1-(piperidin-4-yl)-1H-pyrazol-4-yl)pyrazolo[1,5-a]pyridine-3-carbonitrile OC1=CC=C(C=C1)C1CCN(CC1)C1=CC=C(C=N1)C=1C=2N(C=C(C1)C=1C=NN(C1)C1CCNCC1)N=CC2C#N